FC(CSC=1C=C(C(=CC1C)F)C1=CC=C(C=C1)F)(F)F (4',6-difluoro-4-methyl-[1,1'-biphenyl]-3-yl) (2,2,2-trifluoroethyl) sulfide